C(#N)C1(C(=O)N)C(C=CC=C1)C 1-cyano-2-methylbenzamide